Tert-butyl 4-amino-4-(pyridin-3-yl)piperidine-1-carboxylate NC1(CCN(CC1)C(=O)OC(C)(C)C)C=1C=NC=CC1